(S)-N-(4-cyclobutyl-1-methyl-3-(1-methyl-1H-indazol-3-yl)-1H-pyrazol-5-yl)-2-(2,2,3,3-tetrafluorocyclobutyl)acetamide C1(CCC1)C=1C(=NN(C1NC(C[C@@H]1C(C(C1)(F)F)(F)F)=O)C)C1=NN(C2=CC=CC=C12)C